2-(4-(methoxycarbonyl)phenyl)piperidine-1-carboxylic acid benzyl ester C(C1=CC=CC=C1)OC(=O)N1C(CCCC1)C1=CC=C(C=C1)C(=O)OC